CC1=C(C2=C(N1S(=O)(=O)C1=CC=C(C)C=C1)C(CC21CCC1)=O)C(=O)OCC Ethyl 2'-methyl-6'-oxo-1'-tosyl-5',6'-dihydro-1'H-spiro[cyclobutane-1,4'-cyclopenta[b]pyrrole]-3'-carboxylate